C(CCC)C1(N(S(C2=C(N(C1)C1=CC=CC=C1)C=C(C(=C2)O\C=C(\C(=O)OCC)/F)SC)(=O)=O)CC2=CC=C(C=C2)OC)CCCC Ethyl (Z)-3-((3,3-dibutyl-2-(4-methoxybenzyl)-7-(methylthio)-1,1-dioxido-5-phenyl-2,3,4,5-tetrahydro-1,2,5-benzothiadiazepin-8-yl)oxy)-2-fluoroacrylate